FC1(CCC(CC1)N1N=CC=2C1=NC(=NC2NC(=O)C=2SC(=CC2)[N+](=O)[O-])C2=CC=C(C=C2)OCCC)F N-(1-(4,4-difluorocyclohexyl)-6-(4-propoxyphenyl)-1H-pyrazolo[3,4-d]pyrimidin-4-yl)-5-nitrothiophene-2-carboxamide